C(C#C)N1C2=NC(=NC(=C2N=C1)N)SCCC 9-(prop-2-yn-1-yl)-2-(propylthio)-9H-purin-6-amine